C(C)(C)(C)OC(NCC1=CC(=CC=C1)N1N=C(C=C1C(NC1=CC(=CC=C1)CC1=CC=CC=C1)=O)C(F)(F)F)=O 3-(5-(3-Benzylphenylcarbamoyl)-3-(trifluoromethyl)-1H-pyrazol-1-yl)phenylmethylcarbamic acid tert-butyl ester